C(C)(C)C1OC2(CCCC2)OCC1(C)C 7-isopropyl-8,8-dimethyl-6,10-dioxaspiro[4.5]decane